NC1=C2N=CN(C2=NC(=N1)Cl)C1CCC(CC1)C(=O)N 4-(6-amino-2-chloro-9H-purin-9-yl)cyclohexanecarboxamide